S1C(=CC=C1)CN1C(CCC1)=O 1-(thiophen-2-ylmethyl)pyrrolidin-2-one